trans-2-tetradecene-1,1-dicarboxylic acid C(\C=C\CCCCCCCCCCC)(C(=O)O)C(=O)O